2-(2'-hydroxy-3'-chloroacetylaminomethylene-5'-tert-butylphenyl)benzotriazole OC1C(=CC(=CC1=CNC(CCl)=O)C(C)(C)C)N1N=C2C(=N1)C=CC=C2